tert-Butyl 2-[1-[2-(6-methoxyimidazo[1,2-a]pyridin-2-yl)-6-methyl-4-oxo-chromen-8-yl]ethylamino]benzoate COC=1C=CC=2N(C1)C=C(N2)C=2OC1=C(C=C(C=C1C(C2)=O)C)C(C)NC2=C(C(=O)OC(C)(C)C)C=CC=C2